N=1N=CN(C1)CC(=O)N 2-(4H-1,2,4-triazol-4-yl)acetamide